Cl.FC=1C2=C(C=NC1CN)C=CN2C (7-Fluoro-1-methyl-1H-pyrrolo[3,2-c]pyridin-6-yl)methanamine hydrochloride